tert-butyl 3-[[(1S)-1-[(6,6-dimethyl-2-oxo-3-piperidyl)methyl]-2-methoxy-2-oxo-ethyl]carbamoyl]-2-azaspiro[4.5]decane-2-carboxylate CC1(CCC(C(N1)=O)C[C@@H](C(=O)OC)NC(=O)C1N(CC2(C1)CCCCC2)C(=O)OC(C)(C)C)C